3-((2-aminobenzyl)amino)-5-(2-chlorophenoxy)-4H-benzo[e][1,2,4]thiadiazine 1,1-dioxide NC1=C(CNC2=NS(C3=C(N2)C(=CC=C3)OC3=C(C=CC=C3)Cl)(=O)=O)C=CC=C1